O=C(C(=O)OCC)CC(CC1=CC=CC=C1)=O Ethyl 2,4-dioxo-5-phenylvalerate